5-[(7S)-7-(aminomethyl)-1-fluoro-3-hydroxy-5,6,7,8-tetrahydronaphthalen-2-yl]-1λ6,2,5-thiadiazolidine-1,1,3-trione NC[C@H]1CCC=2C=C(C(=C(C2C1)F)N1CC(NS1(=O)=O)=O)O